4-ethyl-1-(2-hydroxy-3-sulfopropyl)pyridinium tert-butyl-(1-(5-((diphenylmethylene)amino)pyridin-3-yl)ethyl)carbamate C(C)(C)(C)N(C([O-])=O)C(C)C=1C=NC=C(C1)N=C(C1=CC=CC=C1)C1=CC=CC=C1.C(C)C1=CC=[N+](C=C1)CC(CS(=O)(=O)O)O